CC=1NC2=CC(=C(C=C2C1C)O)O 2,3-dimethyl-5,6-dihydroxyindole